FC=1C=C(C#N)C=CC1COC1=NN(C=C1C(C)C)C1CCNCC1 3-fluoro-4-(((4-isopropyl-1-(piperidin-4-yl)-1H-pyrazol-3-yl)oxy)methyl)benzonitrile